FC1(CCC(CC1)NC1=NC(=CC(=N1)N1C2CN(C(C1)C2)C(=O)OC(C)(C)C)N2N=C(C=C2C)C)F tert-butyl (+)-5-(2-((4,4-difluorocyclohexyl)amino)-6-(3,5-dimethyl-1H-pyrazol-1-yl)pyrimidin-4-yl)-2,5-diazabicyclo[2.2.1]heptane-2-carboxylate